N-(3-(diethylamino)propyl)-2-(4-formyl-phenyl)benzo[d]imidazo[2,1-b]thiazole-7-carboxamide C(C)N(CCCNC(=O)C1=CC2=C(N3C(S2)=NC(=C3)C3=CC=C(C=C3)C=O)C=C1)CC